BrCCCCCCCCCCBr 1,10-dibromodecane